NC1CC(C1)(C)C1=C(C(=O)N)C=CC(=C1)Cl ((cis)-3-amino-1-methylcyclobutyl)-4-chlorobenzamide